(2S,4S)-1-((4-phenoxybenzoyl)glycyl)-4-(trifluoromethoxy)pyrrolidine-2-carboxylic acid methyl ester COC(=O)[C@H]1N(C[C@H](C1)OC(F)(F)F)C(CNC(C1=CC=C(C=C1)OC1=CC=CC=C1)=O)=O